erythritol tetralaurate C(CCCCCCCCCCC)(=O)O[C@@H](COC(CCCCCCCCCCC)=O)[C@H](OC(CCCCCCCCCCC)=O)COC(CCCCCCCCCCC)=O